6-((1R,2R)-2-(5-fluoropyridin-2-yl)cyclobutyl)-4-oxo-1-((R)-1-(6-(trifluoromethyl)pyridin-3-yl)ethyl)-4,5-dihydro-1H-pyrazolo[3,4-d]pyrimidine-3-carbonitrile FC=1C=CC(=NC1)[C@H]1[C@@H](CC1)C=1NC(C2=C(N1)N(N=C2C#N)[C@H](C)C=2C=NC(=CC2)C(F)(F)F)=O